C(CCCCCCCC)C1=C(C(=C(C=C1)OP([O-])[O-])CCCCCCCCC)CCCCCCCCC (Tris-nonylphenyl)phosphit